6-(3-((4-(5-(tert-butyl)-1,2,4-oxadiazol-3-yl)-3,3-dimethylpiperazin-1-yl)methyl)-5-chloro-2-(trifluoromethyl)phenyl)-2-methyl-7,8-dihydropyrido[4,3-d]pyrimidin-5(6H)-one C(C)(C)(C)C1=NC(=NO1)N1C(CN(CC1)CC=1C(=C(C=C(C1)Cl)N1C(C2=C(N=C(N=C2)C)CC1)=O)C(F)(F)F)(C)C